Methyl (2S)-2-[[(3S)-2-[(E)-3-(4-chloro-2-fluoro-phenyl) prop-2-enoyl]hexahydropyridazine-3-carbonyl]amino]-3-[(3S)-2-oxopyrrolidin-3-yl]propanoate ClC1=CC(=C(C=C1)/C=C/C(=O)N1NCCC[C@H]1C(=O)N[C@H](C(=O)OC)C[C@H]1C(NCC1)=O)F